C1(=CC=CC=C1)C1=C(C(NC(N1)N)=O)C#N 6-phenyl-5-cyano-2-amino-2,3-dihydropyrimidin-4(1H)-one